3-methyl-2-hydroxy-butanoate CC(C(C(=O)[O-])O)C